octanolide C1(CCCCCCCO1)=O